The molecule is 6-deoxy-D-glucos-6-yl corynomycolate in which the configurations at the 2- and 3-positions of the corynomycolate moiety are both R. CCCCCCCCCCCCCCC[C@H]([C@@H](CCCCCCCCCCCCCC)C(=O)OC[C@@H]1[C@H]([C@@H]([C@H](C(O1)O)O)O)O)O